5'-Methylspiro[cyclopropane-1,6'-thieno[2,3-c]pyrrol]-4'(5'H)-one CN1C2(C3=C(C1=O)C=CS3)CC2